2-chloro-3-(1,3-dioxoisoindolin-2-yl)cyclopent-1-en-1-carbaldehyde-d ClC1=C(CCC1N1C(C2=CC=CC=C2C1=O)=O)C(=O)[2H]